Glucose borate B(O)(O)O.O=C[C@H](O)[C@@H](O)[C@H](O)[C@H](O)CO